2-[4-chloro-7-(2-trimethylsilylethoxymethyl)pyrrolo[2,3-d]pyrimidin-6-yl]propan-2-ol ClC=1C2=C(N=CN1)N(C(=C2)C(C)(C)O)COCC[Si](C)(C)C